CN(C)CC1=C2CCN(C(C2=CC(=C1)CN1C(=NC=C1)NC)=O)CC=1C=C(C(=NC1)C#N)OCC 5-((5-((dimethylamino)methyl)-7-((2-(methylamino)-1H-imidazol-1-yl)methyl)-1-oxo-3,4-dihydroisoquinolin-2(1H)-yl)methyl)-3-ethoxypicolinonitrile